C1(=CC=CC2=CC=CC=C12)CC(C)=O 3-(1-naphthyl)-2-propanone